[4-[1-methyl-4-(trifluoromethyl)imidazol-2-yl]phenyl]-[2-[2-(2,2,2-trifluoroethoxy)-3-pyridyl]-5-(2-trimethylsilylethoxymethyl)pyrrolo[3,2-d]pyrimidin-7-yl]methanone CN1C(=NC(=C1)C(F)(F)F)C1=CC=C(C=C1)C(=O)C1=CN(C2=C1N=C(N=C2)C=2C(=NC=CC2)OCC(F)(F)F)COCC[Si](C)(C)C